6-chloro-N-(4-cyclopropyl-2,5-difluorophenyl)pyrazolo[1,5-a]pyridine-3-sulfonamide ClC=1C=CC=2N(C1)N=CC2S(=O)(=O)NC2=C(C=C(C(=C2)F)C2CC2)F